CS(=O)(=O)NCCCNC(OC(C)(C)C)=O Tert-Butyl N-(3-Methanesulfonamidopropyl)Carbamate